6-[3-[3-hydroxy-1-(4-methyl-1,2,4-triazol-3-yl)cyclobutyl]phenyl]-2-[[(3S)-3-methyl-1-piperidinyl]methyl]-1-(p-tolylsulfonyl)-4-(trifluoromethyl)pyrrolo[2,3-c]pyridin-7-one OC1CC(C1)(C1=NN=CN1C)C=1C=C(C=CC1)N1C(C2=C(C(=C1)C(F)(F)F)C=C(N2S(=O)(=O)C2=CC=C(C=C2)C)CN2C[C@H](CCC2)C)=O